[dimethyl(trimethylsilyloxy)silyl]oxy-[3-[(3-ethyloxetan-3-yl)methoxy]propyl]-methoxy-methylsilane C[Si](O[Si](C)(OC)CCCOCC1(COC1)CC)(O[Si](C)(C)C)C